N,N-Dimethyl-3,4-dioleoyloxybenzylamin CN(C)CC1=CC(=C(C=C1)OC(CCCCCCC\C=C/CCCCCCCC)=O)OC(CCCCCCC\C=C/CCCCCCCC)=O